6-(2-((4,4-difluorocyclohexyl)amino)-4-methoxypyrrolo[2,1-f][1,2,4]triazin-5-yl)-N-methylimidazo[1,2-a]pyrimidine-3-carboxamide FC1(CCC(CC1)NC1=NN2C(C(=N1)OC)=C(C=C2)C=2C=NC=1N(C2)C(=CN1)C(=O)NC)F